C(C)OC(=O)C1=CC=C(C=C1)C1N(CC2C1CCC2)CC2=C1C=CN(C1=C(C=C2OC)C)C(=O)OC(C)(C)C tert-butyl 4-((1-(4-(ethoxycarbonyl)phenyl)hexahydrocyclopenta[c]pyrrol-2(1H)-yl)methyl)-5-methoxy-7-methyl-1H-indole-1-carboxylate